4-(4-((trifluoromethyl)piperidin-1-yl)phenyl)-1H-indazol-5-amine FC(F)(F)C1N(CCCC1)C1=CC=C(C=C1)C1=C2C=NNC2=CC=C1N